(R)-2-((1-((tert-butyldimethylsilyl)oxy)propan-2-yl)oxy)-5-nitropyrimidine [Si](C)(C)(C(C)(C)C)OC[C@@H](C)OC1=NC=C(C=N1)[N+](=O)[O-]